5-(1H-indole-2-carbonyl)-4H,5H,6H,7H-pyrazolo[1,5-a]pyrazin-2-amine N1C(=CC2=CC=CC=C12)C(=O)N1CC=2N(CC1)N=C(C2)N